O=C(C(=O)O)CC1=CC=C(C=C1)OC(F)(F)F 2-oxo-3-(4-(trifluoromethoxy)phenyl)propionic acid